N[C@H](C(=O)OC)CCN(CCCCC1=NC=2NCCCC2C=C1)CCOC Methyl (S)-2-amino-4-((2-methoxyethyl)(4-(5,6,7,8-tetrahydro-1,8-naphthyridin-2-yl)butyl)amino)butanoate